1-(5-(4-amino-7-(2-hydroxy-2-methylprop-yl)-7H-pyrrolo[2,3-d]-pyrimidin-5-yl)-4-fluoroindolin-1-yl)-2-(2-fluoro-5-(trifluoro-methyl)phenyl)ethan-1-one NC=1C2=C(N=CN1)N(C=C2C=2C(=C1CCN(C1=CC2)C(CC2=C(C=CC(=C2)C(F)(F)F)F)=O)F)CC(C)(C)O